2-(4-(4-Hydroxy-2-(4-propylphenethyl)-6-((tetrahydro-2H-pyran-2-yl)methoxy)pyridin-3-yl)phenoxy)acetic acid OC1=C(C(=NC(=C1)OCC1OCCCC1)CCC1=CC=C(C=C1)CCC)C1=CC=C(OCC(=O)O)C=C1